The molecule is complex cytotoxic antibiotic obtained from Streptomyces flocculus or S. rufochronmogenus. It is used in advanced carcinoma and causes leukopenia. It has a role as an antimicrobial agent and an antineoplastic agent. It is a quinolone and a member of pyridines. CC1=C(C(=C(N=C1C(=O)O)C2=NC3=C(C=C2)C(=O)C(=C(C3=O)N)OC)N)C4=C(C(=C(C=C4)OC)OC)O